FC(OC=1C=C(C(=CC1)C1=CC(=CC=C1)C=1C(=CC(=CC1)OC(F)(F)F)C(=O)OC)C(=O)OC)(F)F Dimethyl 4,4''-bis(trifluoromethoxy)-[1,1':3',1''-terphenyl]-2,2''-dicarboxylate